6-bromo-1-(cyanomethyl)-4-(4-(1-(4-fluorophenyl)propyl)piperazin-1-yl)-2-oxo-1,2-dihydro-1,5-naphthyridine-3-carbonitrile BrC=1N=C2C(=C(C(N(C2=CC1)CC#N)=O)C#N)N1CCN(CC1)C(CC)C1=CC=C(C=C1)F